FC1=C(C=CC(=C1)F)N1C(C2=CC=CC=C2C(=N1)C1=CC(=CC=C1)C(C)(C)C1=NOC(=N1)C)=O 2-(2,4-Difluorophenyl)-4-(3-(2-(5-methyl-1,2,4-oxadiazol-3-yl)propan-2-yl)phenyl)phthalazin-1(2H)-one